C=C1OCC(CO1)C 2-methylene-5-methyl-1,3-dioxane